COC1CC(C1)C(=O)NC=1SC(=CN1)OC1=CC=C(C=C1)N1CCOCC1 3-Methoxy-N-(5-(4-morpholinophenoxy)thiazol-2-yl)cyclobutane-1-carboxamide